C1(=CC=CC=C1)COC(=O)C=1C=2C=CC=NC2C(=CC1OC[C@@H](CC1=CC=CC=C1)N)C (R)-6-(2-amino-3-phenylpropoxy)-8-methylquinoline-5-carboxylic acid phenylmethyl ester